C(C1=CC=CC=C1)N1C(=CC(=C1)C1=C(C=CC(=C1)F)F)[C@@H](C(C)(C)C)N(CCCNC([C@@H](N)C(C)C)=O)C(CO)=O N-{3-[{(1R)-1-[1-benzyl-4-(2,5-difluorophenyl)-1H-pyrrol-2-yl]-2,2-dimethylpropyl}(hydroxyacetyl)amino]propyl}-L-valinamide